C(#N)C1=C(SC2=C1C(=NC=C2F)C=2C1=C(C=3C=NC(=NC3C2F)N2CC(CC2)CN(C)C)COC1)NC(OC(C)(C)C)=O tert-Butyl (3-cyano-4-(3-(3-((dimethylamino)methyl) pyrrolidin-1-yl)-5-fluoro-7,9-dihydrofuro[3,4-f]quinazolin-6-yl)-7-fluorothieno[3,2-c]pyridin-2-yl)carbamate